1-(4-(3-(4-fluorophenyl)azetidine-1-carbonyl)-5-(trifluoromethyl)picolinoyl)-4-phenylpiperidine-4-carbonitrile FC1=CC=C(C=C1)C1CN(C1)C(=O)C1=CC(=NC=C1C(F)(F)F)C(=O)N1CCC(CC1)(C#N)C1=CC=CC=C1